ClC=1C=C(C=NC1N1N=CC=N1)NC(=O)C=1C=NN(C1C(F)(F)F)C1=C2C=CC=[N+](C2=CC=C1)[O-] 5-(4-((5-chloro-6-(2H-1,2,3-triazol-2-yl)pyridin-3-yl)carbamoyl)-5-(trifluoromethyl)-1H-pyrazol-1-yl)quinoline 1-oxide